N-((5-chloro-6-(2-methoxypyrimidin-5-yl)-1H-indol-2-yl)methyl)acetamide ClC=1C=C2C=C(NC2=CC1C=1C=NC(=NC1)OC)CNC(C)=O